3-(1-Methyl-6-(4-(2-(4-(3-(4-(4-oxo-4,5,6,7-tetrahydro-1H-pyrrolo[3,2-c]pyridin-2-yl)pyridin-2-yl)phenyl)piperazin-1-yl)ethyl)piperazin-1-yl)-1H-indazol-3-yl)piperidine-2,6-dione CN1N=C(C2=CC=C(C=C12)N1CCN(CC1)CCN1CCN(CC1)C1=CC(=CC=C1)C1=NC=CC(=C1)C1=CC=2C(NCCC2N1)=O)C1C(NC(CC1)=O)=O